BrC1=C(C2=C(N(C(=C2C(C)C)C=2C3=C(C=4N(C2)N=CN4)OCC3)C(=O)OC(C)(C)C)S1)C tert-butyl 2-bromo-5-(7,8-dihydrofuro[2,3-c][1,2,4]triazolo[1,5-a]pyridin-6-yl)-4-isopropyl-3-methyl-6H-thieno[2,3-b]pyrrole-6-carboxylate